ClC1=NC(=CC(=C1)C=1C(=NN2C1N=C(C=C2)OCC(C)(C)O)C=2C=C(C#N)C=CC2)C 3-[3-(2-Chloro-6-methyl-4-pyridyl)-5-(2-hydroxy-2-methyl-propoxy)pyrazolo[1,5-a]pyrimidin-2-yl]benzonitrile